Adenosine-5'-phosphate P(=O)(O)(O)OC[C@@H]1[C@H]([C@H]([C@@H](O1)N1C=NC=2C(N)=NC=NC12)O)O